3,5-dichloro-2-methoxy-pyridin-4-amine ClC=1C(=NC=C(C1N)Cl)OC